(S)-4-amino-7-chloro-N-(6-((1,5-dimethyl-1H-pyrazol-4-yl)ethynyl)-2,3-dihydrobenzofuran-3-yl)-N,1-dimethyl-1H-pyrazolo[4,3-c]quinoline-8-carboxamide NC1=NC=2C=C(C(=CC2C2=C1C=NN2C)C(=O)N(C)[C@@H]2COC1=C2C=CC(=C1)C#CC=1C=NN(C1C)C)Cl